3-(3-amino-1-phenyl-propyl)-5,5-dimethyl-pyrrolidin-2-one NCCC(C1=CC=CC=C1)C1C(NC(C1)(C)C)=O